2,4,6-TRIMETHYL-1H-INDOLE-3-CARBALDEHYDE CC=1NC2=CC(=CC(=C2C1C=O)C)C